(S,E)-N7-(1-(2-(Bicyclo[1.1.1]pentan-1-ylamino)-2-oxoethyl)-2-oxo-1,2-dihydropyridin-3-yl)-6-(imidazo[2,1-b]thiazol-6-carboxamido)-N1-pentylhept-2-endiamid C12(CC(C1)C2)NC(CN2C(C(=CC=C2)NC([C@H](CC/C=C/C(=O)NCCCCC)NC(=O)C=2N=C1SC=CN1C2)=O)=O)=O